tert-butyl (Z)-2-((1-acetyl-3-Oxoindolin-2-ylidene)methyl)quinoline-6-carboxylate C(C)(=O)N1\C(\C(C2=CC=CC=C12)=O)=C/C1=NC2=CC=C(C=C2C=C1)C(=O)OC(C)(C)C